FC=1C=C(C=CC1F)N1C(N(C=C(C1=O)C(=O)O)CC)=O 3-(3,4-difluorophenyl)-1-ethyl-2,4-dioxo-1,2,3,4-tetrahydropyrimidine-5-carboxylic acid